4-(5-(Dimethylamino)-3-(methylthio)-1,2,4-triazin-6-yl)-3-(ethoxymethoxy)benzaldehyde CN(C=1N=C(N=NC1C1=C(C=C(C=O)C=C1)OCOCC)SC)C